ClC=1C(=CC(=C(C1)C(C=1NC(=CN1)C)NC1=NC(=C(C=C1)F)C)OC)F 2-((5-chloro-4-fluoro-2-methoxyphenyl)((5-fluoro-6-methylpyridin-2-yl)amino)methyl)-5-methyl-1H-imidazol